(2S,4S)-N-(3,4-Difluorophenyl)-N-ethyl-4-(((1R,2R)-2-hydroxy-cyclopentyl)amino)-1-(6-methyl-4-(trifluoromethyl)pyridin-2-yl)-pyrrolidine-2-carboxamide FC=1C=C(C=CC1F)N(C(=O)[C@H]1N(C[C@H](C1)N[C@H]1[C@@H](CCC1)O)C1=NC(=CC(=C1)C(F)(F)F)C)CC